Diethyl ((S)-3-(4-chlorophenyl)-2-(2-(4-chlorophenyl)-2-methylpropanamido)propanoyl)-D-glutamate ClC1=CC=C(C=C1)C[C@@H](C(=O)N[C@H](CCC(=O)OCC)C(=O)OCC)NC(C(C)(C)C1=CC=C(C=C1)Cl)=O